OC1CN(C1)C(=O)O[C@@H]1CC[C@H](CC1)C(N(C[C@@H]1CC[C@H](CC1)C1=CC(=C(C=C1)OC)C)C1=NC=CC(=C1)C1=CC(=NO1)C1CC1)=O trans-4-((4-(3-Cyclopropylisoxazol-5-yl) pyridin-2-yl)((trans-4-(4-methoxy-3-methylphenyl) cyclohexyl)methyl) carbamoyl)cyclohexyl 3-hydroxyazetidine-1-carboxylate